N-(2-ethylsulfonylamino-5-trifluoromethyl-3-pyridyl)cyclohexanecarboxamide monosodium salt monohydrate O.[Na].C(C)S(=O)(=O)NC1=NC=C(C=C1NC(=O)C1CCCCC1)C(F)(F)F